Cl.FC(OC1=CC=C(C=C1)C(C)N1N=CN2C(C1=O)=C1C(=N2)C[C@H](NC1)C)F (8R)-2-(1-(4-(Difluoromethoxy)phenyl)ethyl)-8-methyl-7,8,9,10-tetrahydropyrido[4',3':3,4]pyrazolo[1,5-d][1,2,4]triazin-1(2H)-one hydrochloride